ClC1=C(NC2=CC=C(C(=C12)Cl)F)C(=O)N1CCN(CC1)C(CN1CC(C1)F)=O 1-(4-(3,4-dichloro-5-fluoro-1H-indole-2-carbonyl)piperazin-1-yl)-2-(3-fluoroazetidin-1-yl)ethan-1-one